CS(=O)(=O)OC1CN(CCC1)C(=O)OC Methyl 3-((methylsulfonyl)oxy)piperidine-1-carboxylate